NCCCCCN=C=O aminopentyl isocyanate